[(3-methylphenyl)methyl]({2-[(9R)-9-(pyridin-3-yl)-6-oxaspiro[4.5]decan-9-yl]ethyl})amine CC=1C=C(C=CC1)CNCC[C@]1(CCOC2(CCCC2)C1)C=1C=NC=CC1